CN1N=C(C2=CC=C(C=C12)N1C(CNCC1)C)N1C(NC(CC1)=O)=O [1-methyl-6-(2-methylpiperazin-1-yl)indazol-3-yl]-1,3-diazinane-2,4-dione